ClC=1C=C2C(=CN(C2=CC1)C(=O)C1=C(CNCC(=O)O)C=CC=C1)NC(=O)NC1=CC=C(C=C1)C(F)(F)F 2-(5-Chloro-3-(3-(4-(trifluoromethyl)phenyl)ureido)-1H-indole-1-carbonyl)benzyl-glycine